4-(2,6-Dichlorobenzamido)-1-(4-(hex-5-ynyloxy)phenylsulfonyl)-N-(piperidin-4-yl)-1H-pyrazole-3-carboxamide ClC1=C(C(=O)NC=2C(=NN(C2)S(=O)(=O)C2=CC=C(C=C2)OCCCCC#C)C(=O)NC2CCNCC2)C(=CC=C1)Cl